9-(Oxiran-2-ylmethyl)-9H-carbazole O1C(C1)CN1C2=CC=CC=C2C=2C=CC=CC12